C(C)OC(=O)C1=C(N=CN1C(=C)C1=CC=C(C=C1)OC)F 4-fluoro-1-(1-(4-methoxyphenyl)vinyl)-1H-imidazole-5-carboxylic acid ethyl ester